heptamethylindole CC1C2(C(C(N(C2=CC=C1)C)(C)C)(C)C)C